(3S,4R)-3-fluoro-1-[4-({5-[(2S)-1-hydroxypropan-2-yl]-8-[(2R,3S)-3-(methanesulfonylmeth-yl)-2-methylazetidin-1-yl]isoquinolin-3-yl}amino)pyrimidin-2-yl]-4-methylpiperidin-4-ol F[C@H]1CN(CC[C@]1(O)C)C1=NC=CC(=N1)NC=1N=CC2=C(C=CC(=C2C1)[C@@H](CO)C)N1[C@@H]([C@H](C1)CS(=O)(=O)C)C